BrC1=C(N(N=C1)C(C)C)C=1C=C(C=CC1OC)NC(=O)NC1=CC(=C(C=C1)F)F 1-[3-(4-Bromo-2-isopropyl-2H-pyrazol-3-yl)-4-methoxy-phenyl]-3-(3,4-difluoro-phenyl)-urea